6-[(2S)-2-aminopropyl]-2-chloro-N-[(5-fluoropyrimidin-4-yl)methyl]-7-methylthieno[3,2-d]pyrimidin-4-amine N[C@H](CC1=C(C=2N=C(N=C(C2S1)NCC1=NC=NC=C1F)Cl)C)C